FC1=CC=C2C(=CNC(C2=C1F)=O)C(C)N(C(=O)C1NC2=CC=C(C=C2C1)F)C N-(1-(7,8-Difluoro-1-oxo-1,2-dihydroisoquinolin-4-yl)ethyl)-5-fluoro-N-methylindoline-2-carboxamide